3-((3,5-dimethoxyphenyl)ethynyl)-1-(pyrrolidin-3-yl)-1H-pyrazole-4-carboxamide COC=1C=C(C=C(C1)OC)C#CC1=NN(C=C1C(=O)N)C1CNCC1